Lysin N[C@@H](CCCCN)C(=O)O